(3S)-3-{4-[(3-methylbut-2-en-1-yl)oxy]phenyl}hex-4-ynoic acid CC(=CCOC1=CC=C(C=C1)[C@H](CC(=O)O)C#CC)C